4-({3,5-Difluoro-4-[(4-methoxyphenyl)methoxy]benzamido}methyl)cyclohexane-1-carboxylic acid FC=1C=C(C(=O)NCC2CCC(CC2)C(=O)O)C=C(C1OCC1=CC=C(C=C1)OC)F